C(C)(C)(C)OC(=O)N1CC(C1)C=1C=NC(=CC1)N(C1=CC=CC=C1)C 3-[6-(N-methylanilino)-3-pyridinyl]Azetidine-1-carboxylic acid tert-butyl ester